N-(2-ethoxycarbonyl)ethyl-3-aminopropylmethyldimethoxysilane CCOC(=O)CCNCCC[Si](OC)(OC)C